tert-butyl 4-[[3-[4-amino-2-(6-methyl-7-oxo-1H-pyrrolo[2,3-c]pyridin-4-yl)phenoxy]phenyl]methoxy]piperidine-1-carboxylate NC1=CC(=C(OC=2C=C(C=CC2)COC2CCN(CC2)C(=O)OC(C)(C)C)C=C1)C=1C2=C(C(N(C1)C)=O)NC=C2